C(#N)C1(COC1)NC(=O)[C@]1(CN(CC1)CC1=NC=C(C=C1)C(F)(F)F)CCC1=CC=C(C=C1)C#N (R)-N-(3-cyanooxetan-3-yl)-3-(4-cyanophenethyl)-1-((5-(trifluoromethyl)pyridin-2-yl)methyl)pyrrolidine-3-carboxamide